3-(4-(4-((4-(aminomethyl)-6-chloro-2-methyl-2H-indazol-5-yl)amino)-2,6-dioxo-3-(2,4,5-trifluorobenzyl)-3,6-dihydro-1,3,5-triazin-1(2H)-yl)isoquinolin-5-yl)propanoic acid NCC=1C2=CN(N=C2C=C(C1NC=1N(C(N(C(N1)=O)C1=CN=CC2=CC=CC(=C12)CCC(=O)O)=O)CC1=C(C=C(C(=C1)F)F)F)Cl)C